2,4,6-TRIFLUORO-3-HYDROXYPHENYLBORONIC ACID FC1=C(C(=CC(=C1O)F)F)B(O)O